CC1(N(CC2=C1N=C(N=C2N2[C@@H](COCC2)C)C2=C1C=CNC1=CC=C2)C(C)=O)C (R)-7,7-dimethyl-2-(1H-indol-4-yl)-6-acetyl-4-(3-methylmorpholin-4-yl)-6,7-dihydro-5H-pyrrolo[3,4-d]pyrimidine